C(#N)C[C@@H]1N(CCN(C1)C1=NC(=NC2=C(C(=C(C=C12)F)C1=CC(=CC2=CC=C(C(=C12)C#C[Si](C(C)C)(C(C)C)C(C)C)F)OCOC)F)F)C(=O)OC(C)(C)C tert-butyl (2S)-2-(cyanomethyl)-4-(2,6,8-trifluoro-7-(7-fluoro-3-(Methoxymethoxy)-8-((triisopropylsilyl)ethynyl)naphthalene-1-yl)quinazolin-4-yl)piperazine-1-carboxylate